2-benzylamino-3-(p-tolyl)propionic acid C(C1=CC=CC=C1)NC(C(=O)O)CC1=CC=C(C=C1)C